2-(3-((2-Amino-4,5-dimethylphenyl)carbamoyl)phenyl)-1H-benzo[d]imidazole-4-carboxamide NC1=C(C=C(C(=C1)C)C)NC(=O)C=1C=C(C=CC1)C1=NC2=C(N1)C=CC=C2C(=O)N